Cl.N[C@@H](C#N)CO (2S)-2-amino-3-hydroxypropanenitrile hydrochloride